methyl 2-cyano-6-methylbenzoate C(#N)C1=C(C(=O)OC)C(=CC=C1)C